FC1CN(C1)CCC1=NN(C(C=C1C(F)(F)F)=O)[C@H](C(=O)O)CC(C)C (S)-2-(3-(2-(3-Fluoroazetidin-1-yl)ethyl)-6-oxo-4-(trifluoromethyl)pyridazin-1(6H)-yl)-4-methylpentanoic acid